(2R,3R,4S,5S)-2-(6-amino-9H-purin-9-yl)-5-((R)-1-(3-chloro-4-fluorophenyl)-1-hydroxyethyl)tetrahydrofuran-3,4-diol NC1=C2N=CN(C2=NC=N1)[C@@H]1O[C@@H]([C@H]([C@H]1O)O)[C@](C)(O)C1=CC(=C(C=C1)F)Cl